rac-(1R,3S)-3-(2-((4-sulfamoylphenyl)amino)pyrimidin-5-yl)cyclopentyl (1-methylcyclopropyl)carbamate CC1(CC1)NC(O[C@H]1C[C@H](CC1)C=1C=NC(=NC1)NC1=CC=C(C=C1)S(N)(=O)=O)=O |r|